2-[[7-amino-4-[3-[5-(morpholinomethyl)-2-thienyl]-1H-indazol-5-yl]-1-oxo-isoindolin-2-yl]methyl]prop-2-enamide NC=1C=CC(=C2CN(C(C12)=O)CC(C(=O)N)=C)C=1C=C2C(=NNC2=CC1)C=1SC(=CC1)CN1CCOCC1